NC1=CC=C(O[Si](O[Si](OC2=CC=C(C=C2)N)(C)C)(C)C)C=C1 1,3-bis(p-aminophenoxy)tetramethyldisiloxane